COCCOC=1C=C(OC2=CC=C(C=N2)C(=O)N[C@H](C(=O)O)CCC(C)(C)C)C=CC1 (2S)-2-[[6-[3-(2-methoxyethoxy)phenoxy]pyridine-3-carbonyl]amino]-5,5-dimethyl-hexanoic acid